CC1C(C1)CCO 2-(2-methyl-cyclopropyl)-ethanol